methyl (2S)-2-[(tert-butoxycarbonyl)amino]-2-(iodozincio)acetate C(C)(C)(C)OC(=O)N[C@H](C(=O)OC)[Zn]I